C[O+]1[Ir]2[O+]([Ir]12)C dimethyl-2,4-dioxa-1,3-diiridabicyclo[1.1.0]butane-2,4-diium